C(C1=CC=CC=C1)N1[C@H](CCC1=O)C(C(C#N)=S1CCCC1)=O 3-[(2R)-1-benzyl-5-oxopyrrolidin-2-yl]-3-oxo-2-(1λ4-thiolan-1-ylidene)propanenitrile